C1(CCC1)C1=CN=C(S1)NC1=CC(=NC(=N1)CC)OCCNC(OC(C)(C)C)=O tert-butyl N-[2-[6-[(5-cyclobutylthiazol-2-yl)amino]-2-ethyl-pyrimidin-4-yl]oxyethyl]carbamate